N(N)C1=CC=C(C=N1)S(=O)(N(C)C)=NC 6-hydrazineyl-N,N,N'-trimethylpyridine-3-sulfonimidamide